ClC1=CC=C(C=C1)N1C(=NN=C1CN1C=NC=C1)[C@@H]1CC[C@H](CC1)OC1=NC=CC=C1 trans-2-[4-[4-(4-Chlorophenyl)-5-(imidazol-1-ylmethyl)-1,2,4-triazol-3-yl]cyclohexyl]oxypyridine